C(CC(C)C)OC(C=CC1=CC=C(C=C1)OC)=O isoamyl-p-methoxycinnamate